C(C)(C)C1=CC=C(C=N1)N1C(N(C(C1)C#N)C1=CN=CC2=CC=CC=C12)=O 1-(6-isopropylpyridin-3-yl)-3-(isoquinolin-4-yl)-2-oxoimidazolidine-4-carbonitrile